octadecyl-dihydroxybenzamide C(CCCCCCCCCCCCCCCCC)C1=C(C(=C(C(=O)N)C=C1)O)O